[(E)-(4-oxo-5-phenylpentan-2-ylidene)amino] benzenesulfonate C1(=CC=CC=C1)S(=O)(=O)O/N=C(\C)/CC(CC1=CC=CC=C1)=O